1-(6-(4-(2-chloro-5-hydroxyphenyl)-3,7,7-trimethyl-7,8-dihydro-5H-pyrano[4,3-b]pyridin-2-yl)-2,6-diazaspiro[3.4]octan-2-yl)-2-propen-1-one ClC1=C(C=C(C=C1)O)C1=C2C(=NC(=C1C)N1CC3(CN(C3)C(C=C)=O)CC1)CC(OC2)(C)C